butyl phosphate potassium salt [K+].P(=O)(OCCCC)([O-])[O-].[K+]